(3-trifluoromethoxyphenoxy)-aniline FC(OC=1C=C(ONC2=CC=CC=C2)C=CC1)(F)F